ClC=1C=C(C=CC1)S 3-chlorothiophenol